(8aR)-2-(4-((6-(2-chloro-3,5-dimethoxyphenyl)-[1,2,4]triazolo[4',3':1,6]pyrido[2,3-d]pyrimidin-2-yl)amino)phenyl)octahydro-5H-pyrrolo[1,2-a]pyrazine 5-oxide ClC1=C(C=C(C=C1OC)OC)C1=CC2=C(N=C(N=C2)NC2=CC=C(C=C2)N2C[C@@H]3[N+](CC2)(CCC3)[O-])N3C1=NN=C3